6-(7-chloro-3-methyl-1H-indazol-5-yl)-5-methyl-4,5-dihydropyridazin-3(2H)-one ClC=1C=C(C=C2C(=NNC12)C)C=1C(CC(NN1)=O)C